1-(tert-butyl)-1H-pyrazole-5-carboxylic acid C(C)(C)(C)N1N=CC=C1C(=O)O